OC=1C=C(C=CC1O)CCCCCCCC1=CC(=C(C=C1)O)O 1,7-di(3,4-dihydroxyphenyl)heptane